(E)-2-((5-cyclopropylindolin-1-yl)methyl)-3-fluoroprop-2-en-1-amine C1(CC1)C=1C=C2CCN(C2=CC1)C\C(\CN)=C\F